FC1=CC=C(C2OC3=CC=C(C=C3C(C2=O)=O)OC)C=C1 4'-fluoro-6-methoxyflavonone